ClC1=C(CNC(CN2N=C(C=CC2=O)C2=CC(=C(C=C2)OC)C)=O)C=CC=C1 N-(2-chlorobenzyl)-2-(3-(4-methoxy-3-methylphenyl)-6-oxopyridazin-1(6H)-yl)acetamide